4-hydroxybenzoyl laurate C(CCCCCCCCCCC)(=O)OC(C1=CC=C(C=C1)O)=O